FC1=C(CN2C(C3=C(C(=C2)C(=O)N[C@@H]2[C@H](COCC2)O)SC=C3)=O)C=CC(=C1)C1=NN(C=C1)C 5-(2-fluoro-4-(1-methyl-1H-pyrazol-3-yl)benzyl)-N-((3R,4S)-3-hydroxytetrahydro-2H-pyran-4-yl)-4-oxo-4,5-dihydrothieno[3,2-c]pyridine-7-carboxamide